1-(4-fluorophenyl)-5-(methylsulfonyl)-1H-pyrazole-3-carboxamide FC1=CC=C(C=C1)N1N=C(C=C1S(=O)(=O)C)C(=O)N